ClC=1C(=CC(=C(C1)NC(=O)C1CC2=NC=CC=C2N1)F)F N-(5-chloro-2,4-difluoro-phenyl)-2,3-dihydro-1H-pyrrolo[3,2-b]pyridine-2-carboxamide